4,6-dichloro-5-methoxy-2-(methylthio)pyrimidine ClC1=NC(=NC(=C1OC)Cl)SC